N-((5-chloro-6-((3-methylisoxazol-5-yl)methoxy)-1H-indol-2-yl)methyl)-3-(difluoromethyl)pyrrolidine-1-carboxamide ClC=1C=C2C=C(NC2=CC1OCC1=CC(=NO1)C)CNC(=O)N1CC(CC1)C(F)F